CNC(OC1=CC=CC=2OC(OC21)(C)C)=O 2,2-dimethyl-1,3-benzodioxol-4-yl methylcarbamate